9-eicosanyl-naphthalene CCCCCCCCC(CCCCCCCCCCC)C1=CC=CC2=CC=CC=C12